tert-Butyl 1-(3-(benzo[d][1,3]dioxol-5-yl)-6-chloropyrazin-2-yl)piperidine-4-carboxylate O1COC2=C1C=CC(=C2)C=2C(=NC(=CN2)Cl)N2CCC(CC2)C(=O)OC(C)(C)C